COC[C@@H]1NC(C=2N(C1)C=C(N2)C2=NC(=NC=C2C)NC2=CC=NN2C)=O (R)-6-(methoxymethyl)-2-(5-methyl-2-((1-methyl-1H-pyrazol-5-yl)amino)pyrimidin-4-yl)-6,7-dihydroimidazo[1,2-a]pyrazin-8(5H)-one